6-[8-(1,3-benzothiazol-2-ylcarbamoyl)-3,4-dihydroisoquinolin-2(1H)-yl]-3-[1-(2,6-difluorobenzyl)-1H-pyrazol-4-yl]pyridine-2-carboxylic acid tert-butyl ester C(C)(C)(C)OC(=O)C1=NC(=CC=C1C=1C=NN(C1)CC1=C(C=CC=C1F)F)N1CC2=C(C=CC=C2CC1)C(NC=1SC2=C(N1)C=CC=C2)=O